γ-Mercaptopropylmethyl-dimethoxysilan SCCC[Si](OC)(OC)C